5-{[trans-2-aminocyclohexyl]amino}-N-(3-carbamoyl-1-methyl-1H-pyrazol-4-yl)pyrazolo[1,5-a]pyrimidine-3-carboxamide trifluoroacetate FC(C(=O)O)(F)F.N[C@H]1[C@@H](CCCC1)NC1=NC=2N(C=C1)N=CC2C(=O)NC=2C(=NN(C2)C)C(N)=O